2-Bromo-5-(methoxymethoxy)pyridine BrC1=NC=C(C=C1)OCOC